CC1=C2CN(C(C2=CC=C1)=O)C1CCC(CC1)C(=O)NC1=CN(C(C=C1)=O)C (1s,4s)-4-(4-Methyl-1-oxoisoindolin-2-yl)-N-(1-methyl-6-oxo-1,6-dihydropyridin-3-yl)cyclohexanecarboxamide